[N-](S(=O)(=O)C(F)(F)C(F)(F)F)S(=O)(=O)C(F)(F)C(F)(F)F.C[N+]1(CCCC1)CCCCCCC 1-methyl-1-heptylpyrrolidinium bis(pentafluoroethanesulfonyl)imide salt